(2S,6R)-4-benzyl-11-methoxy-6-methyl-4,7,10-triaza-tricyclo[7.4.0.02,7]trideca-1(9),10,12-triene C(C1=CC=CC=C1)N1C[C@@H]2C=3C=CC(=NC3CN2[C@@H](C1)C)OC